FC=1C=CC(=C(C(=O)N2[C@@H](COCC2)C)C1)C=1C=2N(C=C(C1)C1CN(C1)[C@@H](CO[C@@H]1CN(CCC1)C)C(C)C)C(=NC2F)C (3R)-4-[5-fluoro-2-(1-fluoro-3-methyl-6-{1-[(2R)-3-methyl-1-{[(3S)-1-methylpiperidin-3-yl]oxy}butan-2-yl]azetidin-3-yl}imidazo[1,5-a]pyridin-8-yl)benzoyl]-3-methylmorpholine